ClC1([Si]([Si]([Si](C1)(C)C)(C)Cl)(Cl)Cl)Cl pentachloro-trimethyl-trisilacyclopentane